bis(norbornadiene) tetrafluoroborate F[B-](F)(F)F.C12=CC=C(CC1)C2.C21=CC=C(CC2)C1